(S)-5-nitro-3-oxo-9,9a-dihydro-1H,3H-oxazolo[3,4-a]indole-7-sulfonyl chloride [N+](=O)([O-])C1=CC(=CC=2C[C@@H]3N(C12)C(OC3)=O)S(=O)(=O)Cl